C(OC1=CC=C(C=C1)[N+](=O)[O-])(O[C@@H]1[C@H](CCC1)SSC1=NC=CC=C1)=O 4-nitrophenyl [(S,S)-2-(pyridin-2-yldisulfanyl) cyclopentyl] carbonate